C(C)(C)(C)N1CCN(CC1)C1=C(C=C(C=C1)NC(=O)NCCC1=NC=CC=C1)C#CC1=CC=C(C=C1)F tert-butyl-4-(2-((4-fluorophenyl)ethynyl)-4-(3-(2-(pyridin-yl)ethyl)ureido)phenyl)piperazine